N,N'-di-t-butoxycarbonyl-guanidine benzyl-3-[6,6-dimethyl-1-(oxan-2-yl)-5,7-dihydro-4H-indazol-3-yl]-3-oxopropanoate C(C1=CC=CC=C1)C(C(=O)O)C(=O)C1=NN(C=2CC(CCC12)(C)C)C1OCCCC1.C(C)(C)(C)OC(=O)NC(=N)NC(=O)OC(C)(C)C